2-fluoro-5-(2-(4-methylpiperidin-1-yl)acetyl)-5,10-dihydro-11H-dibenzo[b,e][1,4]diazepin-11-one FC1=CC2=C(N(C3=C(NC2=O)C=CC=C3)C(CN3CCC(CC3)C)=O)C=C1